2-((3,5-bis(trifluoromethyl)phenyl)carbamoyl)-4-chlorophenyl Hydrogen Phosphate MonoSodium Salt [Na+].P(=O)(OC1=C(C=C(C=C1)Cl)C(NC1=CC(=CC(=C1)C(F)(F)F)C(F)(F)F)=O)(O)[O-]